C(C=C)(=O)N1[C@@H](C[C@H](CC1)N1C=NC=2C(=NC=3C(=C(C(=CC3C21)Cl)C=2C=C(C=CC2)C)F)N2CC(C2)N(C)C)CC#N 2-((2S,4S)-1-acryloyl-4-(8-chloro-4-(3-(dimethylamino)-azetidin-1-yl)-6-fluoro-7-(m-tolyl)-1H-imidazo[4,5-c]quinolin-1-yl)piperidin-2-yl)acetonitrile